titanium tetrakis(diethylamino)titanium C(C)N(CC)[Ti](N(CC)CC)(N(CC)CC)N(CC)CC.[Ti]